6-(3-bromophenyl)-6-(4-methyl-4H-1,2,4-triazol-3-yl)-2-azaspiro[3.3]heptane BrC=1C=C(C=CC1)C1(CC2(CNC2)C1)C1=NN=CN1C